2-(2,6-dioxopiperidin-3-yl)-4-((4-(piperidin-4-yl)piperazin-1-yl)methyl)isoindoline O=C1NC(CCC1N1CC2=CC=CC(=C2C1)CN1CCN(CC1)C1CCNCC1)=O